carbenium imidazolium salt N1C=[NH+]C=C1.[CH3+]